rac-(4aR,8aS)-6-[3-[(4-chlorophenyl)methoxy]pyrrolidine-1-carbonyl]-4,4a,5,7,8,8a-hexahydropyrido[4,3-b][1,4]oxazin-3-one ClC1=CC=C(C=C1)COC1CN(CC1)C(=O)N1C[C@@H]2[C@@H](OCC(N2)=O)CC1 |r|